tert-butyl 1-(3-(1-(tert-butoxycarbonyl) cyclopentyl)-5-fluorobenzyl)-1,8-diazaspiro[4.5]decane-8-carboxylate C(C)(C)(C)OC(=O)C1(CCCC1)C=1C=C(CN2CCCC23CCN(CC3)C(=O)OC(C)(C)C)C=C(C1)F